tert-butyl methyl(4-(8-methyl-3-neopentyl-4-oxo-3,4-dihydroquinazolin-2-yl)butyl)carbamate CN(C(OC(C)(C)C)=O)CCCCC1=NC2=C(C=CC=C2C(N1CC(C)(C)C)=O)C